NC1CC(C1)N(C1=C(C(=C(C(=N1)SC(C(=O)N)C1=CC=CC=C1)C#N)CC)C#N)C 2-((6-((3-aminocyclobutyl)(methyl)amino)-3,5-dicyano-4-ethylpyridin-2-yl)sulfanyl)-2-phenylacetamide